FC(C1=CC(=CC(=N1)[C@H](CC(=O)O)NC([C@H](CC(C)C)N1C(C=C(C(=C1)CCN(C)C)C(F)(F)F)=O)=O)C1=C(C=CC=C1C)C)F |o1:15| (S)-3-(6-(difluoromethyl)-4-(2,6-dimethylphenyl)pyridin-2-yl)-3-((S*)-2-(5-(2-(dimethylamino)ethyl)-2-oxo-4-(trifluoromethyl)pyridin-1(2H)-yl)-4-methylpentanamido)propanoic acid